benzamide benzenesulfonate C1(=CC=CC=C1)S(=O)(=O)O.C(C1=CC=CC=C1)(=O)N